4-{(S)-2-(2-cyclopropylthiazol-4-yl)-2-[(S)-2-(methoxycarbonylamino)-3-phenylpropionylamino]ethyl}phenylaminosulfonic acid C1(CC1)C=1SC=C(N1)[C@H](CC1=CC=C(C=C1)NS(=O)(=O)O)NC([C@H](CC1=CC=CC=C1)NC(=O)OC)=O